((1r,4r)-4-((3-fluorobenzyl)(methyl)amino)cyclohexyl)(3,3,5-trimethyl-2,3-dihydro-1H-pyrrolo[3,2-b]pyridin-1-yl)methanone FC=1C=C(CN(C2CCC(CC2)C(=O)N2CC(C3=NC(=CC=C32)C)(C)C)C)C=CC1